C1(=CC=CC=C1)C1(CC=2C=NNC2CC1)N 5-phenyl-4,5,6,7-tetrahydro-1H-indazol-5-amine